C(C=C)C1C(CCC1)O 2-allylcyclopentan-1-ol